NC1=C(C=CC=C1)C(CC(C(=O)O)NC(CCCC(=O)O)=O)=O 5-((3-(2-aminophenyl)-1-carboxy-3-oxopropyl)amino)-5-oxopentanoic acid